NC1=C(OC2C3C4=C(C2CC3)C=C(C=C4)OC4=C(C=CC(=C4)C(F)(F)F)N)C=C(C=C1)C(F)(F)F 3,6-bis(2-amino-5-trifluoromethylphenoxy)benzonorbornene